(2S,3S)-2-(4-chloro-2-cyclopropyl-5-fluorophenoxy)-3-methoxypropanoic acid ClC1=CC(=C(O[C@H](C(=O)O)COC)C=C1F)C1CC1